methyl 1-(oxetan-3-yl)-6-oxo-1,6-dihydropyridazine-3-carboxylate O1CC(C1)N1N=C(C=CC1=O)C(=O)OC